COCCNC1=NC=C(C=N1)C1=CC=C(C=C1)C N-(2-methoxyethyl)-5-p-tolylpyrimidin-2-amine